CP(Cl)Cl methyl-dichlorophosphane